C(N)(=O)CC[C@H](NS(=O)C(C)(C)C)C1=CC=C(C=N1)CCCCCC(=O)OC methyl 6-[6-[(1S)-3-carbamoyl-1-[(2-methylpropane-2-sulfinyl)amino] propyl]pyridin-3-yl]hexanoate